C(#N)C1=CC=C(C=C1)C1=CC(=CC=C1)C1=CC(=NC=C1)CNC(C1=CC(=C(C=C1)C)S(=O)(=O)C)=O N-((4-(4'-cyano-[1,1'-biphenyl]-3-yl)pyridin-2-yl)methyl)-4-methyl-3-(methylsulfonyl)benzamide